2,4-dichlorophenoxyacetic acid isopropyl-amine salt C(C)(C)N.ClC1=C(OCC(=O)O)C=CC(=C1)Cl